C(C)NCCOCCNCC 2-ethylaminoethyl ether